N-Cyclobutyl-N-((2,2-dimethyl-2H-pyrano[3,2-b]pyridin-6-yl)methyl)-3,4-di-methoxybenzenesulfonamide C1(CCC1)N(S(=O)(=O)C1=CC(=C(C=C1)OC)OC)CC1=CC=C2C(=N1)C=CC(O2)(C)C